CC1=CC=C(C(=N1)O[C@H](C)CCCC=O)S(=O)(=O)N1[C@@H](CCC1)C(=O)OC(C)(C)C tert-butyl ((6-methyl-2-(((R)-6-oxohexan-2-yl)oxy)pyridin-3-yl)sulfonyl)-L-prolinate